C1(CCC(CC)O1)=O δ-Hexanolacton